tert-butyl (3S,4R)-4-[4-[4-[2-(5-fluoro-2-pyridyl)-2-oxo-ethoxy]-3-(trifluoromethyl)pyrazolo[1,5-a]pyridin-6-yl]-5-methyl-triazol-1-yl]-3-hydroxy-piperidine-1-carboxylate FC=1C=CC(=NC1)C(COC=1C=2N(C=C(C1)C=1N=NN(C1C)[C@H]1[C@H](CN(CC1)C(=O)OC(C)(C)C)O)N=CC2C(F)(F)F)=O